6-(difluoromethyl)pyridin-3-amine FC(C1=CC=C(C=N1)N)F